O=C1NC2=CC=CC=C2C(=C1)C[C@H](N)C(=O)O 3-(2-Oxo-1,2-dihydro-4-quinolinyl)alanine